4-(5-methylthiophen-3-yl)-1H-imidazol CC1=CC(=CS1)C=1N=CNC1